C1=C(C=CC=2OC3=CC=CC=C3OC12)C(C(=O)O)C 2-(9-oxaxanthen-2-yl)propionic acid